3-(Benzyl-methyl-amino)-8-(2-diethylamino-ethoxy)-6,6-dimethyl-5,6-dihydro-benzo[b]carbazol-11-one C(C1=CC=CC=C1)N(C1=CC=C2C=3C(C4=C(C(C3NC2=C1)(C)C)C=C(C=C4)OCCN(CC)CC)=O)C